C[C@H]1OCC[C@H](C1)N1C=NC=2C=NC=3C=CC(=CC3C21)C#N 1-((2R,4R)-2-methyltetrahydro-2H-pyran-4-yl)-1H-imidazo[4,5-C]quinoline-8-carbonitrile